C(C1=CC=CC=C1)S(=O)(=O)O.CN(C1C(N(C(C1)=O)C(C(=O)NCC1=C(C=CC=C1)F)C)=O)C 2-(3-(dimethylamino)-2,5-dioxopyrrolidin-1-yl)-N-(2-fluorobenzyl)propanamide toluenesulfonate